ClC1=NC(=CC(=C1)C1(CC2(CC2)C1)C(=O)OC)C1CC1 methyl 5-(2-chloro-6-cyclopropylpyridin-4-yl)spiro[2.3]hexane-5-carboxylate